N(N)[C@H]1CN(C[C@@H]1O)C(=O)OC(C)(C)C tert-butyl (3S,4S)-3-hydrazino-4-hydroxy-pyrrolidine-1-carboxylate